C(C)O\N=C(/N)\C1=NC(=C(C=C1)S(NC)(=O)=O)CC=1SC=C(N1)C1=CC=CC=C1 (Z)-N'-ethoxy-5-(N-methylsulfamoyl)-6-(4-phenylthiazol-2-yl)methylpyridineamidine